N-(5-((5-chloro-4-((2-(N-ethylethylsulfonamido)phenyl)amino)pyrimidin-2-yl)amino)-2-((2-(dimethylamino)ethyl)(methyl)amino)-4-methoxyphenyl)acrylamide ClC=1C(=NC(=NC1)NC=1C(=CC(=C(C1)NC(C=C)=O)N(C)CCN(C)C)OC)NC1=C(C=CC=C1)N(S(=O)(=O)CC)CC